OC(=O)C(F)(F)F.C(C)(C)NC(=O)C1[C@H]2CNC[C@@H]12 (1R,5S,6r)-N-isopropyl-3-azabicyclo[3.1.0]hexane-6-carboxamide TFA salt